ClC=1C=C2C=CN=C(C2=C(C1)C)N([C@H]1CN(CCC1)C(=O)OC(C)(C)C)C(C1=C(C=C(C=C1)C=1N=NN(C1)C)F)=O tert-butyl (3R)-3-[(6-chloro-8-methyl-1-isoquinolyl)-[2-fluoro-4-(1-methyltriazol-4-yl)benzoyl]amino]piperidine-1-carboxylate